6-(2,5-dichloropyrimidin-4-yl)-2-[(1S)-3,3-difluorocyclopentyl]-4-fluoro-1-isopropyl-benzimidazole ClC1=NC=C(C(=N1)C=1C=C(C2=C(N(C(=N2)[C@@H]2CC(CC2)(F)F)C(C)C)C1)F)Cl